CC1=NC=C2NC(N(C2=N1)C=1C=NC(=CC1)OC1=CC(=C(C=C1)C)OC(F)(F)F)=O 2-methyl-9-[6-[4-methyl-3-(trifluoromethoxy)phenoxy]-3-pyridyl]-7H-purin-8-one